1-(5H-imidazolo[5,1-a]isoindol-5-yl)cyclohexan-1-ol C=1N=CN2C1C1=CC=CC=C1C2C2(CCCCC2)O